C1(=CC=CC=C1)N1N=CC(=C1C(F)(F)F)C(=O)OCC ethyl 1-phenyl-5-(trifluoromethyl)-1H-pyrazole-4-carboxylate